N-(4-(7-(3-(4-acetylpiperazin-1-yl)propoxy)-6-methoxyquinazolin-4-yl)phenyl)-2-(4-(trifluoromethyl)phenyl)acetamide C(C)(=O)N1CCN(CC1)CCCOC1=C(C=C2C(=NC=NC2=C1)C1=CC=C(C=C1)NC(CC1=CC=C(C=C1)C(F)(F)F)=O)OC